(3-(((tert-butoxycarbonyl)amino)methyl)pyridin-4-yl)boronic acid C(C)(C)(C)OC(=O)NCC=1C=NC=CC1B(O)O